CC1=CC=CC(=N1)C1=C(C=CC(=C1)N)N (6-methylpyridin-2-yl)benzene-1,4-diamine